6-(3-Chloro-6-(difluoro-methyl)-2-fluorophenyl)-3-methoxypyrazine-2-carboxylic acid ClC=1C(=C(C(=CC1)C(F)F)C1=CN=C(C(=N1)C(=O)O)OC)F